NC=1SC=C(N1)CCNC(C)=O N-(2-(2-aminothiazol-4-yl)ethyl)acetamide